C(C)(C)(C)OC(=O)N1C(C(C2=CC=C(C=C12)C#N)C(=O)O)CN(C)C1=CC=C(C=C1)C#N 1-(tert-Butoxycarbonyl)-6-cyano-2-(((4-cyanophenyl)(methyl)amino)methyl)indoline-3-carboxylic acid